NC1=CC(=C(C(=C1)C)S(=O)(=O)NC1=CC(=CC(=C1)C(F)(F)F)C(F)(F)F)C 4-amino-N-(3,5-bis(trifluoromethyl)phenyl)-2,6-dimethylbenzenesulfonamide